N-([1,1'-biphenyl]-3-yl)-9,9-dimethyl-9H-fluoren-2-amine C1(=CC(=CC=C1)NC1=CC=2C(C3=CC=CC=C3C2C=C1)(C)C)C1=CC=CC=C1